4-methylmorpholine nitrate [N+](=O)(O)[O-].CN1CCOCC1